(S)-tert-butyl 1-hydroxy-3-(isoquinolin-6-yl)propan-2-ylcarbamate OC[C@H](CC=1C=C2C=CN=CC2=CC1)NC(OC(C)(C)C)=O